Tetra-silane [SiH3][SiH2][SiH2][SiH3]